C(C(C)C)[C@@H]1N(C[C@@H]2N(C1=O)[C@H](C(NC2)=O)CC(C)C)CCCC(C)C (3S,6S,9aR)-3,6-diisobutyl-2-(4-methylpentyl)hexahydro-4H-pyrazino[1,2-a]pyrazine-4,7(6H)-dione